2-(2-bromoethoxy)-1,1-difluorocyclopropane BrCCOC1C(C1)(F)F